2-[4-(difluoromethyl)-3-fluoro-phenyl]-N-[(2S)-2-hydroxy-2-(3-pyridyl)ethyl]-N-propyl-acetamide FC(C1=C(C=C(C=C1)CC(=O)N(CCC)C[C@H](C=1C=NC=CC1)O)F)F